Methyl 3-{[4,6-dichloro-5-(trifluoromethyl)pyrimidin-2-yl]sulfamoyl}benzoate ClC1=NC(=NC(=C1C(F)(F)F)Cl)NS(=O)(=O)C=1C=C(C(=O)OC)C=CC1